ClC=1C=CC2=C(CC3(CC=4N2C(=NN4)[C@H]4CN(CC4)CC4=NC=CC=C4)OCCO3)C1 8'-Chloro-1'-[(3R)-1-(pyridin-2-ylmethyl)pyrrolidin-3-yl]-4'H,6'H-spiro[1,3-dioxolan-2,5'-[1,2,4]triazolo[4,3-a][1]benzazepin]